3-{[2-(4-chlorophenyl)imidazo[1,2-a]pyrimidin-3-yl]methyl}-N,N-dimethyl-3,8-diazabicyclo[3.2.1]octane-8-carboxamide ClC1=CC=C(C=C1)C=1N=C2N(C=CC=N2)C1CN1CC2CCC(C1)N2C(=O)N(C)C